3-(2,4-dinitrophenylureido)propyltriethoxysilane [N+](=O)([O-])C1=C(C=CC(=C1)[N+](=O)[O-])NC(NCCC[Si](OCC)(OCC)OCC)=O